1-(2-(5-(2-(3,4-dimethoxyphenyl)-3-isopropyl-1H-indole-5-carbonyl)hexahydropyrrolo[3,4-c]pyrrole-2(1H)-yl)-2-oxoethyl)-N,N-diethylpiperidine-3-carboxamide COC=1C=C(C=CC1OC)C=1NC2=CC=C(C=C2C1C(C)C)C(=O)N1CC2C(C1)CN(C2)C(CN2CC(CCC2)C(=O)N(CC)CC)=O